C1CCNC(=O)[C@H](C1)N The molecule is a 2-aminohexano-6-lactam derived from L-lysine. It is a L-lysine derivative and a 2-aminohexano-6-lactam. It is a conjugate base of a L-2-ammoniohexano-6-lactam. It is an enantiomer of a D-2-aminohexano-6-lactam.